C(C)C(COC(CCCCCCCC(CCCCCCCCC)COC(CCCCCCCCCCC(CCCCCC)O)=O)=O)CCCC 9-(((12-Hydroxyoctadecanoyl)-oxy)methyl)octadecanoic acid (2'-ethylhexyl)ester